(S)-2-amino-2-(4-chlorophenyl)ethan-1-ol N[C@H](CO)C1=CC=C(C=C1)Cl